2-(4-cyclopropyl-6-methoxypyrimidin-5-yl)-4-(4-(1-ethyl-4-(trifluoromethyl)-1H-imidazol-2-yl)-3-fluoro-5-methoxybenzyl)-6,7-dihydro-[1,2,4]triazolo[1,5-a]pyrimidin-5(4H)-one C1(CC1)C1=NC=NC(=C1C1=NN2C(N(C(CC2)=O)CC2=CC(=C(C(=C2)OC)C=2N(C=C(N2)C(F)(F)F)CC)F)=N1)OC